(S)-3-(1-amino-1,3-dihydrospiro[indene-2,4'-piperidine]-1'-yl)-6-(2,3-dichlorophenyl)-5-methylpyrazin-2-carbaldehyde N[C@@H]1C2=CC=CC=C2CC12CCN(CC2)C=2C(=NC(=C(N2)C)C2=C(C(=CC=C2)Cl)Cl)C=O